C(#N)C=1C(=NC(=NC1)N1N=CC(=C1)C(=O)O)O 1-(5-cyano-4-hydroxypyrimidin-2-yl)-1H-pyrazole-4-carboxylic acid